benzoimidazole-5-carboxylic acid (3-hydroxy-2,2-dimethyl-propyl)-amide OCC(CNC(=O)C1=CC2=C(N=CN2)C=C1)(C)C